C(CCCCCCC\C=C/C\C=C/C\C=C/CC)(=O)OCC(COC(CCCCCCC\C=C/C\C=C/CCCCC)=O)OC(NC1CN(C1)CC(F)(F)F)=O 3-(((9Z,12Z)-octadeca-9,12-dienoyl)oxy)-2-(((1-(2,2,2-trifluoroethyl)azetidin-3-yl)carbamoyl)oxy)propyl (9Z,12Z,15Z)-octadeca-9,12,15-trienoate